CN1C(N(C2=C1C=C(C=C2)N2CCN(CC2)CC2CCNCC2)C2CNCCC2)=O 3-[3-methyl-2-oxo-5-[4-(4-piperidylmethyl)piperazin-1-yl]benzimidazol-1-yl]piperidine